[Co]=[Te].[Sb].[Ge] germanium antimony cobalt telluride